CC1=NC=CC=C1CNC(=O)C=1C=NC=CC1 N-[(2-methyl-3-pyridyl)methyl]pyridine-3-carboxamide